O=C1NC=2C=C(C=CC2C2=C1C=CS2)C(=O)OC methyl 4-oxo-4,5-dihydrothieno[3,2-c]quinoline-7-carboxylate